1-(11Z,14Z-eicosadienoyl)-2-(11Z-docosenoyl)-glycero-3-phosphoserine CCCCCCCCCC/C=C\CCCCCCCCCC(=O)O[C@H](COC(=O)CCCCCCCCC/C=C\C/C=C\CCCCC)COP(=O)(O)OC[C@@H](C(=O)O)N